C=CCC(C(=O)O)N (S)-Allyl-Glycine